4-({3-[(5-methylpyridin-2-yl)oxy]phenyl}methylene)-N-[2-phenylcyclopropyl]piperidine-1-carboxamide CC=1C=CC(=NC1)OC=1C=C(C=CC1)C=C1CCN(CC1)C(=O)NC1C(C1)C1=CC=CC=C1